4-{6-amino-2-[3-(benzyloxy)phenyl]-9H-purin-9-yl}-N-(3-methoxyphenyl)cyclohexanecarboxamide NC1=C2N=CN(C2=NC(=N1)C1=CC(=CC=C1)OCC1=CC=CC=C1)C1CCC(CC1)C(=O)NC1=CC(=CC=C1)OC